(S)-2-amino-3-(6-bromo-1H-indol-3-yl)propionic acid methyl ester hydrochloride Cl.COC([C@H](CC1=CNC2=CC(=CC=C12)Br)N)=O